NC1=C2C(=C3C(=N1)C=C(N3COCC[Si](C)(C)C)C(=O)N(C3CNCC1=CC(=CC=C31)C(F)(F)F)C)COC2 5-amino-N-methyl-N-(7-(trifluoromethyl)-1,2,3,4-tetrahydroisoquinolin-4-yl)-1-((2-(trimethylsilyl)ethoxy)methyl)-6,8-dihydro-1H-furo[3,4-d]pyrrolo[3,2-b]pyridine-2-carboxamide